4-Cyclopropyl-N-((1S)-(4,4-difluorocyclohexyl)(6-(((5R)-2-oxo-5-(trifluoromethyl)piperidin-3-yl)methyl)imidazo[1,2-b]pyridazin-2-yl)methyl)-1,2,5-oxadiazole-3-carboxamide C1(CC1)C=1C(=NON1)C(=O)N[C@H](C=1N=C2N(N=C(C=C2)CC2C(NC[C@@H](C2)C(F)(F)F)=O)C1)C1CCC(CC1)(F)F